N=1C=CN2C1C=CC(=C2)COC=2C=CC1=C(C=C(O1)C)C2 5-(imidazo[1,2-a]pyridin-6-ylmethoxy)-2-methylbenzofuran